C(CCCCC)OC=1C=C(C(=O)Cl)C=C(C1OCCCCCC)OCCCCCC 3,4,5-trihexanyloxybenzoyl chloride